C(CCCCCCCCCC)OC1=C(C=C(C=C1)N=NC1=CC=C(C=C1)OCCCCCCCCCCC)CC 4,4'-di(undecyloxy)-3-ethylazobenzene